3-((4-butoxyphenyl)sulfonyl)-4-(4-methyl-1,4-diazepan-1-yl)-6-(methylsulfinyl)quinoline C(CCC)OC1=CC=C(C=C1)S(=O)(=O)C=1C=NC2=CC=C(C=C2C1N1CCN(CCC1)C)S(=O)C